monochlorooctoxymagnesium ClCCCCCCCCO[Mg]